methyl 2-[1-(4-[(tert-butyldimethylsilyl)oxy]methylphenyl)-1H-pyrazol-3-yl]acetate [Si](C)(C)(C(C)(C)C)OCC1=CC=C(C=C1)N1N=C(C=C1)CC(=O)OC